4-cyclopropyl-3-(N-(4-(trifluoromethyl)-[1,1'-biphenyl]-2-yl)sulfamoyl)benzoic Acid C1(CC1)C1=C(C=C(C(=O)O)C=C1)S(NC1=C(C=CC(=C1)C(F)(F)F)C1=CC=CC=C1)(=O)=O